C1(CC1)N1N=CC(=C1)C1=NC(=CC(=N1)N1CC2(C1)CCN(CC2)C(C)=O)NC=2N=NC=CC2 1-(2-(2-(1-cyclopropyl-1H-pyrazol-4-yl)-6-(pyridazin-3-ylamino)pyrimidin-4-yl)-2,7-diazaspiro[3.5]nonan-7-yl)ethan-1-one